1-bromo-2-chloro-5-methyl-3-nitrobenzene BrC1=C(C(=CC(=C1)C)[N+](=O)[O-])Cl